1,3,5-tris(4-t-butyl-3-hydroxy-2,5-dimethylbenzyl)-1,3,5-triazine-2,4,6(1H,3H,5H)-trione C(C)(C)(C)C1=C(C(=C(CN2C(N(C(N(C2=O)CC2=C(C(=C(C(=C2)C)C(C)(C)C)O)C)=O)CC2=C(C(=C(C(=C2)C)C(C)(C)C)O)C)=O)C=C1C)C)O